OC=1C2=C(OCC1C(C(F)(F)F)=O)C1=CC=CC(=C1C=C2)OC 4-hydroxy-7-methoxy-3-(2,2,2-trifluoroethan-1-on-1-yl)-2H-naphtho[1,2-b]pyran